2-chlorophenylethynyltrimethylsilane ClC1=C(C=CC=C1)C#C[Si](C)(C)C